6-amino-N,N-dimethylnicotinamide NC1=NC=C(C(=O)N(C)C)C=C1